3-(tert-butyl)-5-chloro-N-phenylaniline C(C)(C)(C)C=1C=C(NC2=CC=CC=C2)C=C(C1)Cl